BrC[Si](OC)(OC)OC bromomethyl-trimethoxysilane